(2S,4S)-N-[(1S)-2-amino-2-oxo-1-[[(3S)-2-oxopyrrolidin-3-yl]methyl]ethyl]-1-[(E)-3-(4-chloro-2-fluoro-phenyl)prop-2-enoyl]-4-phenyl-pyrrolidine-2-carboxamide NC([C@H](C[C@H]1C(NCC1)=O)NC(=O)[C@H]1N(C[C@@H](C1)C1=CC=CC=C1)C(\C=C\C1=C(C=C(C=C1)Cl)F)=O)=O